N-((Z)-3-((E)-4-((3-amino-5-carbamoylpyridin-2-yl)amino)but-2-en-1-yl)-6-carbamoyl-4-(3-hydroxypropoxy)benzo[d]thiazol-2(3H)-ylidene)-4-ethyl-2-methyloxazole-5-carboxamide NC=1C(=NC=C(C1)C(N)=O)NC/C=C/CN1/C(/SC2=C1C(=CC(=C2)C(N)=O)OCCCO)=N/C(=O)C2=C(N=C(O2)C)CC